C(C=C)OCCCC1=CC=CC=C1 (3-(allyloxy)propyl)benzene